N-[3-(1,2,3-oxadiazol-3-yl)phenyl]-6-benzyl-1-(1-isopropyl-1H-pyrazol-4-yl)-7-oxo-4,5,6,7-tetrahydro-1H-pyrazolo[3,4-c]pyridine-3-carboxamide O1NN(C=C1)C=1C=C(C=CC1)NC(=O)C1=NN(C=2C(N(CCC21)CC2=CC=CC=C2)=O)C=2C=NN(C2)C(C)C